methyl bromo-acetate BrCC(=O)OC